4,6λ2-diazaspiro[2.5]octan-5-one C1CC12NC([N]CC2)=O